FC1=CC=C(/C=C/C2=CC=NC=3C(C(=C(C(C23)=O)NC(CCCN2CCN(CC2)C)=O)N2CCN(CC2)C)=O)C=C1 (E)-N-(4-(4-fluoro-styryl)-7-(4-methylpiperazin-1-yl)-5,8-dioxo-5,8-dihydroquinolin-6-yl)-4-(4-methylpiperazin-1-yl)butanamide